7-bromo-2-phenyl-3H-imidazo[4,5-b]pyridine BrC1=C2C(=NC=C1)NC(=N2)C2=CC=CC=C2